ClC1=CC=CC2=C1NC(=N2)C(=O)N2[C@@H](C1=C(CC2)N=C(S1)OC)C (R)-(7-chloro-1H-benzo[d]imidazol-2-yl)(2-methoxy-4-methyl-6,7-dihydrothiazolo[5,4-c]pyridin-5(4H)-yl)methanone